NCCS(=O)(=O)[O-].C(C=C)(=O)[NH+](C)C acryloyldimethylammonium taurate